(S)-2-(2-(2-cyclopropoxyacetyl)-6-(3-methyl-1H-pyrrolo[2,3-b]pyridin-5-yl)-1,2,3,4-Tetrahydroisoquinolin-8-yl)pyrrolidine-1-carboxylate C1(CC1)OCC(=O)N1CC2=C(C=C(C=C2CC1)C=1C=C2C(=NC1)NC=C2C)[C@H]2N(CCC2)C(=O)[O-]